ClC=1C=C(OCC(=O)O)C=C(C1CC1=CC(=C(C=C1)OC)C1=CC=CC=C1)Cl 2-[3,5-dichloro-4-[(4-methoxy-3-phenyl-phenyl)methyl]phenoxy]acetic acid